1-ethyl-5-((4-methoxybenzyl)thio)pyridin-2(1H)-one C(C)N1C(C=CC(=C1)SCC1=CC=C(C=C1)OC)=O